CC1=CC(=NC=N1)N1CCC(CC1)NC(OC(C)(C)C)=O tert-Butyl (1-(6-methylpyrimidin-4-yl)piperidin-4-yl)carbamate